FC(CN(C(=O)C1=C(C=CC(=C1)F)C1=C2C=NN(C2=CC(=C1)C1CN(CC1)CCN1CCC(CC1)NC(OC(C)(C)C)=O)C)C(C)C)F tert-Butyl N-(1-{2-[3-(4-{2-[(2,2-difluoroethyl)(isopropyl)carbamoyl]-4-fluorophenyl}-1-methyl-1H-indazol-6-yl)pyrrolidin-1-yl]ethyl}piperidin-4-yl)carbamate